Methyl (1s,4s)-4-(2-aminopropan-2-yl)cyclohexane-1-carboxylate NC(C)(C)C1CCC(CC1)C(=O)OC